3-chloro-2-hydroxy-benzoic acid ClC=1C(=C(C(=O)O)C=CC1)O